P(=O)(OC[N+]1=C(C(=CC=C1)C1=CC(=NO1)CC1=CC=C(C=C1)CC1=CC(=NC(=C1)F)F)N)(O)[O-] (2-amino-3-(3-(4-((2,6-difluoropyridin-4-yl)methyl)benzyl)isoxazol-5-yl)pyridin-1-ium-1-yl)methyl hydrogen phosphate